1-methyl-5-((R)-3-methylmorpholino)-3-(1-(tetrahydro-2H-pyran-2-yl)-1H-pyrazol-5-yl)-1H-pyrazolo[4,3-b]Pyridin-7-yl trifluoromethyl-sulfonate FC(F)(F)S(=O)(=O)OC1=C2C(=NC(=C1)N1[C@@H](COCC1)C)C(=NN2C)C2=CC=NN2C2OCCCC2